C(C)(=O)OCC(C(=O)OC)NC(=O)C(CC(=O)O)N 3-{[3-(acetoxy)-1-methoxy-1-oxoprop-2-yl]carbamoyl}-3-aminopropionic acid